C1(CCCCC1)C1=CC=C(C=C1)C1(NC(C2=CC=CC=C12)=O)O 3-(4-cyclohexylphenyl)-3-hydroxyisoindoline-1-one